COC1=CC=C(CN2C(C3=C4C(C=CC=C24)=CC=C3)=C=O)C=C1 1-(4-methoxybenzyl)-2-carbonyl-1,2-dihydrobenzo[cd]indole